tert-Butyl 4-(6-bromo-5-chloro-7-fluorobenzo[c]isothiazol-3-yl)piperazine-1-carboxylate BrC=1C(=CC=2C(=NSC2N2CCN(CC2)C(=O)OC(C)(C)C)C1F)Cl